3-[(5-fluoro-2-methylbenzyl)sulfanyl]-5-propyl[1,2,4]triazolo[4,3-a]pyrimidin-7(8H)-one FC=1C=CC(=C(CSC2=NN=C3N2C(=CC(N3)=O)CCC)C1)C